C(C)(=O)N1CCN(CC1)C1=CC=C(C=C1)CC(C(=O)O)NC(=O)O 3-(4-(4-acetylpiperazin-1-yl)phenyl)-2-(carboxyamino)propanoic acid